OC[C@@H]1C[C@H](CN1)[O-] (3R,5S)-5-hydroxymethyl-3-pyrrolidinolate